C(C)OC(\C=C(\C1=C(C=CC=C1)C)/NC1=CC=CC=C1)=O (Z)-3-(phenylamino)-3-(o-tolyl)acrylic acid ethyl ester